3'-Fluoro-5'-methoxy-2',6-dimethyl-N-{5-[methyl-(oxan-4-yl)carbamoyl]-1,3,4-thiadiazol-2-yl}-[4,4'-bipyridine]-3-carboxamide FC=1C(=NC=C(C1C1=C(C=NC(=C1)C)C(=O)NC=1SC(=NN1)C(N(C1CCOCC1)C)=O)OC)C